(R)-2-amino-1-(3-((S)-3-((6-(6-methoxy-5-(trifluoromethyl)-3-pyridinyl)-4-pyrido[3,2-d]pyrimidinyl)amino)pyrrolidine-1-carbonyl)-1-azetidinyl)-3-(methylseleno)propan-1-one N[C@H](C(=O)N1CC(C1)C(=O)N1C[C@H](CC1)NC=1C2=C(N=CN1)C=CC(=N2)C=2C=NC(=C(C2)C(F)(F)F)OC)C[Se]C